[O-]S(=O)(=O)C(F)(F)F.C1=CCCC=CCC1.[Rh+3].[O-]S(=O)(=O)C(F)(F)F.[O-]S(=O)(=O)C(F)(F)F rhodium (1,5-cyclooctadiene) triflate